(2S,4R)-1-((3-fluoro-5-phenylpicolinoyl)glycyl)-4-(methylsulfonyl)pyrrolidine-2-carboxylic acid FC=1C(=NC=C(C1)C1=CC=CC=C1)C(=O)NCC(=O)N1[C@@H](C[C@H](C1)S(=O)(=O)C)C(=O)O